NCCNCCS(=O)(=O)[O-] 2-[(2-aminoethyl)amino]ethanesulfonate